Methyl 4-{2-[(4-{[6-(5-Chloro-2-Fluorophenyl)-3-Methylpyridazin-4-yl]Amino}Pyridin-2-yl)Carbamoyl]Ethyl}-1-Methylpiperazin-2-Carboxylat ClC=1C=CC(=C(C1)C1=CC(=C(N=N1)C)NC1=CC(=NC=C1)NC(=O)CCN1CC(N(CC1)C)C(=O)OC)F